BrC1=CC=C2C=C(N(C2=C1)C(=O)OC(C)(C)C)CN1CCC(CC1)OC1=NC(=CC=C1)COC1=C(C=C(C=C1)C#N)F tert-butyl 6-bromo-2-((4-((6-((4-cyano-2-fluorophenoxy)methyl)pyridine-2-yl)oxy)piperidin-1-yl)methyl)-1H-indole-1-carboxylate